1-(2-Azidoethyl)piperazine N(=[N+]=[N-])CCN1CCNCC1